N-[4-chloro-3-(1,4-oxazepan-3-yl)phenyl]acetamide ClC1=C(C=C(C=C1)NC(C)=O)C1COCCCN1